CC(C#C)N1C(C2=CC=CC=C2C1=O)=O 2-(1-methylpropan-2-ynyl)isoindoline-1,3-dione